5-ethynyl-2-methylpyrimidine C(#C)C=1C=NC(=NC1)C